2-(4-fluoro-1-methyl-4-piperidyl)-5-(4,4,5,5-tetramethyl-1,3,2-dioxaborolan-2-yl)-1,3-benzothiazole FC1(CCN(CC1)C)C=1SC2=C(N1)C=C(C=C2)B2OC(C(O2)(C)C)(C)C